NC1=NC=2CC[C@@H]([C@@H](C2C=C1)O)[C@H]1N2C(C3=CC=CC=C13)=CN=C2 (5S,6R)-2-amino-6-((R)-5H-imidazo[5,1-a]isoindol-5-yl)-5,6,7,8-tetrahydroquinolin-5-ol